2,9-Dihydro-1H-spiro[8-oxa-2,4,10a-triazanaphtho[2,1,8-cde]azulene-10,1'-cyclobutane] C12(CCC1)COC1=C3C4=C(NCN42)C=NC3=CC=C1